3-(2-amino-6-(1-benzyl-2-oxo-1,2-dihydropyridin-4-yl)pyrimidin-4-yl)-4-methylbenzonitrile NC1=NC(=CC(=N1)C=1C=C(C#N)C=CC1C)C1=CC(N(C=C1)CC1=CC=CC=C1)=O